N-(3,4-dimethoxybenzyl)-3-(pyridin-4-yl)-1,7-dihydroimidazo[4,5-f]indazole-6-carboxamide COC=1C=C(CNC(=O)C=2NC3=C(C=C4C(=NNC4=C3)C3=CC=NC=C3)N2)C=CC1OC